2',3,4-Trihydroxystilben OC1=C(C=CC2=CC(=C(C=C2)O)O)C=CC=C1